acryloxypropyl-dichloromethylsilane C(C=C)(=O)OCCC[SiH2]C(Cl)Cl